ClC=1C(N(C(=CC1OC([2H])([2H])C1=NC=C(C=C1F)F)C)C1=CC(=NC=C1C)N1N=C(C(=C1)F)C(C)(C)NC(CC)=O)=C=O (R)-N-(2-(1-(3-chloro-4-((3,5-difluoropyridin-2-yl)methoxy-d2)-5',6-dimethyl-2-carbonyl-2H-[1,4'-bipyridin]-2'-yl)-4-fluoro-1H-pyrazol-3-yl)propan-2-yl)propanamide